OC(C)(C)C1=NC=CC(=N1)C=1C(N(C(=CC1)C)C1=CC=NC=C1C)=O 2-(2-hydroxypropane-2-yl)pyrimidin-4-yl-5',6-dimethyl-2H-[1,4'-bipyridyl]-2-one